O=C(CCCCCNC(OC(C)(C)C)=O)CCSC1=CC=C(C=C1)C Tert-Butyl (6-oxo-8-(p-tolylthio)octyl)carbamate